2-(3-(2-(3,4-dimethoxyphenyl)-3-ethyl-1H-indol-5-yl)-1,2,4-oxadiazol-5-yl)-N-methylethan-1-amine COC=1C=C(C=CC1OC)C=1NC2=CC=C(C=C2C1CC)C1=NOC(=N1)CCNC